(2-methoxy-5-(4-methyl-2-pentylaminothiazol-5-yl)phenyl)sulfamide COC1=C(C=C(C=C1)C1=C(N=C(S1)NCCCCC)C)NS(=O)(=O)N